CSC(C(=O)OC)C1=C(C=C(C=C1)C1=CC(=C(C=C1)F)F)F methyl 2-(methylsulfanyl)-2-{3,3',4'-trifluoro-[1,1'-biphenyl]-4-yl}acetate